N1=CC(=CC=C1)S(=O)(=O)NC(C1=CC(=C(C=C1)C)OCC1=C(C=CC=C1C)C)=O N-(pyridine-3-sulfonyl)-3-((2,6-dimethylbenzyl)oxy)-4-methylbenzamide